COCCN(C1=CC=C(NC=2C(=NC(=C(N2)NC)C=2C3=C(C=NC2)N(C=N3)C)C(=O)OC)C=C1)C methyl 3-[4-[2-methoxyethyl(methyl)amino]anilino]-5-(methylamino)-6-(3-methylimidazo[4,5-c]pyridin-7-yl)pyrazine-2-carboxylate